1-(3-bromo-4-fluoro-2-methoxy-5,6,7,9-tetrahydro-8H-pyrrolo[3,2-b:4,5-c']dipyridin-8-yl)-2-hydroxyethan-1-one BrC=1C(=C2C(=NC1OC)C=1CN(CCC1N2)C(CO)=O)F